2-[(isopropylimino)methyleneamino]propane C(C)(C)N=C=NC(C)C